FC=1C=C(C=2N(C1)C(=CN2)C2=NN(C1=C2C=NC(=C1)C(=O)N1CCOCCC1)COCC[Si](C)(C)C)F [3-(6,8-difluoroimidazo[1,2-a]pyridin-3-yl)-1-(2-trimethylsilylethoxymethyl)pyrazolo[4,3-c]pyridin-6-yl]-(1,4-oxaazepan-4-yl)methanone